acryloyloxybutylmethyl-diethoxysilane C(C=C)(=O)OCCCC[Si](OCC)(OCC)C